ClC1=CC=C(CN2CCN(CC2)S(=O)(=O)N2[C@H]([C@@H]3CC[C@H](C2)N3C(=O)OCCOC)C(NOC3OCCCC3)=O)C=C1 2-methoxyethyl (1S,2R,5R)-3-((4-(4-chlorobenzyl)piperazin-1-yl)sulfonyl)-2-(((tetrahydro-2H-pyran-2-yl)oxy)carbamoyl)-3,8-diazabicyclo[3.2.1]octane-8-carboxylate